Cl.CN1C(N(C2=C1C=C(C=C2)C2CCNCC2)C2C(NC(CC2)=O)=O)=O 3-[3-Methyl-2-oxo-5-(piperidin-4-yl)-1,3-benzodiazol-1-yl]piperidine-2,6-dione hydrochloride